2-fluoroethyl 2-{[6-(cyclopropylmethoxy)-5-(3-methoxyazetidin-1-yl)pyrazine-2-carbonyl] amino}-2-ethylbutanoate C1(CC1)COC1=C(N=CC(=N1)C(=O)NC(C(=O)OCCF)(CC)CC)N1CC(C1)OC